OCC1CN(CCN1)C=O [3-(hydroxymethyl)piperazin-1-yl]methanone